(S)-7-Acetamido-N-(4-amino-4-oxo-1-phenylbutyl)-5-(4-(trifluoromethyl)phenyl)-3,4-dihydroisoquinoline-2(1H)-carboxamide C(C)(=O)NC1=CC(=C2CCN(CC2=C1)C(=O)N[C@@H](CCC(=O)N)C1=CC=CC=C1)C1=CC=C(C=C1)C(F)(F)F